2-acryloyloxydodecyl-sodium C(C=C)(=O)OC(C[Na])CCCCCCCCCC